2-(5-Bromo-2-furoyl)-8-methoxy-2,3,4,5-tetrahydro-1H-pyrido[4,3-b]indole BrC1=CC=C(O1)C(=O)N1CC2=C(NC=3C=CC(=CC23)OC)CC1